(2S)-1-[2-(benzyloxycarbonylamino)ethyl]pyrrolidine-2-carboxylic acid C(C1=CC=CC=C1)OC(=O)NCCN1[C@@H](CCC1)C(=O)O